CC=1N=CSC1C1=CC=C(C=C1)CN1C(CCC1)C(=O)N [4-(4-methyl-1,3-thiazol-5-yl)phenyl-methyl]pyrrolidine-2-carboxamide